tert-butyl 2-(2-(4-(4-ethylpiperidin-1-yl)-3-(1-(2,2,2-trifluoroethyl)-1H-indazole-3-carboxamido) benzamido)-5-fluorophenyl)acetate C(C)C1CCN(CC1)C1=C(C=C(C(=O)NC2=C(C=C(C=C2)F)CC(=O)OC(C)(C)C)C=C1)NC(=O)C1=NN(C2=CC=CC=C12)CC(F)(F)F